2-[3-methyl-6-(1-methylvinyl)-2-cyclohexen-1-yl]-5-pentyl-(1R-trans)-1,3-benzenediol CC1=CC(C(CC1)C(=C)C)C1=C(C=C(C=C1O)CCCCC)O